FC(C(=O)NC(C)CC1=CC=CC=C1)(F)F N-Trifluoroacetyl-amphetamine